COC1=CC=C(C=C1)C1=NC(=NC(=N1)C1=C(C=C(C=C1)O)O)C1=C(C=C(C=C1)O)O 2-(4-methoxyphenyl)-4,6-bis(2,4-dihydroxyphenyl)-1,3,5-triazine